cycloocta-4-ene-1-yl (4-nitrophenyl) carbonate C(OC1CCC=CCCC1)(OC1=CC=C(C=C1)[N+](=O)[O-])=O